ClC=1C=C2C(=NC=NC2=C(C1C1=C(C=CC=C1OC)F)F)NC(=O)NC=1N=C(SC1)C#C 1-(6-chloro-8-fluoro-7-(2-fluoro-6-methoxyphenyl)quinazolin-4-yl)-3-(2-ethynylthiazol-4-yl)urea